O=S1C[C@@H](C(N(C2=C1C=CC(=C2)C=2OC(=NN2)CC(F)(F)F)CC2=CC=C(C=C2)OC(F)(F)F)=O)NC(OC(C)(C)C)=O tert-butyl N-[(3R)-1,4-dioxo-7-[5-(2,2,2-trifluoroethyl)-1,3,4-oxadiazol-2-yl]-5-[[4-(trifluoromethoxy)phenyl]methyl]-2,3-dihydro-1λ4,5-benzothiazepin-3-yl]carbamate